N-[2-(4-chlorophenyl)ethyl]-2-[1-[(2,3-difluorophenyl)methyl]-5-oxopyrrolidin-2-yl]acetamid ClC1=CC=C(C=C1)CCNC(CC1N(C(CC1)=O)CC1=C(C(=CC=C1)F)F)=O